tert-butyl N-[(1S,3R)-1-[7-chloro-5-[2-(hydroxymethyl)thieno[3,2-b]pyridin-7-yl]chroman-4-yl]pyrrolidin-3-yl]carbamate ClC1=CC(=C2C(CCOC2=C1)N1C[C@@H](CC1)NC(OC(C)(C)C)=O)C1=C2C(=NC=C1)C=C(S2)CO